2-bromo-N,N-bis((2-(trimethylsilyl)ethoxy)methyl)benzenesulfonamide BrC1=C(C=CC=C1)S(=O)(=O)N(COCC[Si](C)(C)C)COCC[Si](C)(C)C